4-[[3-chloro-4-[1-methyl-4-(trifluoromethyl)imidazol-2-yl]phenyl]methoxy]-2-(4-cyclopropyl-6-methoxy-pyrimidin-5-yl)-5-methoxy-pyrimidine ClC=1C=C(C=CC1C=1N(C=C(N1)C(F)(F)F)C)COC1=NC(=NC=C1OC)C=1C(=NC=NC1OC)C1CC1